ONC(=N)C1=CC=C(C=C1)CC(=O)N (4-(N-hydroxycarbamimidoyl)phenyl)acetamide